C(C)(=O)C=1C=C(C=C2C(=C(C(=NC12)Cl)C)C(=O)N)C 8-acetyl-2-chloro-3,6-dimethyl-quinoline-4-carboxamide